C(=O)O.NCCCC(=O)N1CCN(CC1)C(C1=C(C=C(C=C1)NC=1C=2N(C=CN1)C(=CN2)C=2C(=NNC2)C(F)(F)F)Cl)=O 4-amino-1-[4-[2-chloro-4-[[3-[3-(trifluoromethyl)-1H-pyrazol-4-yl]imidazo[1,2-a]pyrazin-8-yl]amino]benzoyl]piperazin-1-yl]butan-1-one formate